3-(methoxy)-propyl-trimethoxysilane tert-Butyl-(2R,4S)-2-(((S)-1-((4-(N-((benzyloxy)carbonyl)carbamimidoyl)benzyl)amino)-1-oxopropan-2-yl)carbamoyl)-4-phenoxypyrrolidine-1-carboxylate C(C)(C)(C)OC(=O)N1[C@H](C[C@@H](C1)OC1=CC=CC=C1)C(N[C@H](C(=O)NCC1=CC=C(C=C1)C(NC(=O)OCC1=CC=CC=C1)=N)C)=O.COCCC[Si](OC)(OC)OC